1,2,3-Triazolecarbonyl-sulfonamide N1N=NC(=C1)C(=O)S(=O)(=O)N